6-((1-acetylpiperidin-4-yl)amino)-2-chloropyrimidine-4-carboxylate hydrochloride Cl.C(C)(=O)N1CCC(CC1)NC1=CC(=NC(=N1)Cl)C(=O)O